[Au].[Pd].[Ni].[Cu] copper-nickel-palladium-gold